NC1=NC(=CC(=N1)N1CCC2(C[C@H](NC2)C(=O)OCC)CC1)O[C@@H](C(F)(F)F)C1=C(C=C(C=C1)C1=CC(=CC=C1)OC(F)(F)F)N1N=C(C=C1)C (S)-ethyl 8-(2-amino-6-((R)-2,2,2-trifluoro-1-(3-(3-methyl-1H-pyrazol-1-yl)-3'-(trifluoromethoxy)-[1,1'-biphenyl]-4-yl)ethoxy)pyrimidin-4-yl)-2,8-diazaspiro[4.5]decane-3-carboxylate